NC=1N=C(SC1C(C1=CC(=CC=C1)C#N)=O)N(C1=CC=C(C=C1)F)C(C(=O)N)C (N-[4-Amino-5-(3-cyanobenzoyl)thiazol-2-yl]-4-fluoroanilino)propanamid